(S)-cis-tert-butyl (1r,2s,5s)-2-[[(chlorocarbonyl) oxy] methyl]-3-azabicyclo[3.1.0]hexane-3-carboxylate ClC(=O)OC[C@@H]1[C@@H]2C[C@@H]2CN1C(=O)OC(C)(C)C